methyl 3-(2-chloro-3,3,3-trifluoroprop-1-en-1-yl)-2,2-dimethylcyclopropane-1-carboxylate ClC(=CC1C(C1C(=O)OC)(C)C)C(F)(F)F